ON1C(C2=CC=CC(=C2C1)[N+](=O)[O-])=O hydroxy-4-nitroisoindolin-1-one